BrC1=NC(=CC2=C1N=CN(C2=O)C)Cl 8-bromo-6-chloro-3-methyl-pyrido[3,4-d]pyrimidin-4-one